C1(CCC1)N1C(=NC2=NC(=NC(=C12)N1CC2CCC(C1)N2)OC[C@H]2NCCC2)OC2=CC(=CC1=CC=C(C(=C21)C#C)F)O 4-({7-cyclobutyl-6-(3,8-diazabicyclo[3.2.1]octan-3-yl)-2-[(2S)-pyrrolidin-2-ylmethoxy]-7H-purin-8-yl}oxy)-5-ethynyl-6-fluoro-2-naphthol